C(C)(=O)NC1=CC=C(CN2C(=CC=C2)C(=O)NC=2SC=C(N2)C(C)(C)OC(C)C)C=C1 1-(4-acetamidobenzyl)-N-(4-(2-isopropoxypropan-2-yl)thiazol-2-yl)-1H-pyrrole-2-carboxamide